N-Fmoc-O-acetylserine C(=O)(OCC1C2=CC=CC=C2C2=CC=CC=C12)N[C@@H](COC(C)=O)C(=O)O